ethyl 5-((5-bromo-1-methyl-6-oxo-1,6-dihydropyridin-3-yl) oxy)-1-(4-methoxybenzyl)-1H-1,2,3-triazole-4-carboxylate BrC1=CC(=CN(C1=O)C)OC1=C(N=NN1CC1=CC=C(C=C1)OC)C(=O)OCC